C(C)(C)(C)OC(=O)N1[C@@H](C[C@H](C1)O)C=1NC(=CN1)CC1=CC=C(C=C1)Br.N(=C=O)C(C)(C)C1=C(C2=CC=CC=C2C=C1)C(C)(N=C=O)C bis(1-isocyanato-1-methylethyl)naphthalene tert-Butyl-(2S,4R)-2-[5-[(4-bromophenyl)methyl]-1H-imidazol-2-yl]-4-hydroxypyrrolidine-1-carboxylate